NC=1C=C(C=CC1C)NC(=O)C=1C=C2C(=NN(C2=CC1)C)C=1C=NC(=CC1)N N-(3-amino-4-methylphenyl)-3-(6-aminopyridin-3-yl)-1-methyl-1H-indazole-5-carboxamide